4-(methyl((6Z,9Z,26Z,29Z)-pentatriaconta-6,9,26,29-tetraen-18-yl)amino)butan-1-ol CN(CCCCO)C(CCCCCCC\C=C/C\C=C/CCCCC)CCCCCCC\C=C/C\C=C/CCCCC